3,3'-di-tert-butyl-5,5'-divinylbiphenyl-2,2'-diol C(C)(C)(C)C1=C(C(=CC(=C1)C=C)C=1C(=C(C=C(C1)C=C)C(C)(C)C)O)O